8-(methylsulfonyl)octylamine CS(=O)(=O)CCCCCCCCN